N-isopropyl-N'-(3-(1-(sec-butyl)-1,2,3,6-tetrahydropyridin-4-yl)-1H-indol-5-yl)thiourea C(C)(C)NC(=S)NC=1C=C2C(=CNC2=CC1)C=1CCN(CC1)C(C)CC